ethyl 4-amino-3-(2,3-dichloro-6-((2-(trimethylsilyl)ethoxy)methoxy)phenyl)butanoate NCC(CC(=O)OCC)C1=C(C(=CC=C1OCOCC[Si](C)(C)C)Cl)Cl